(S)-2-((5-fluoro-2-(1-(2-fluorobenzyl)-5-(isoxazol-3-yl)-1H-pyrazol-3-yl)pyrimidin-4-yl)amino)-3-methylbutanoic acid FC=1C(=NC(=NC1)C1=NN(C(=C1)C1=NOC=C1)CC1=C(C=CC=C1)F)N[C@H](C(=O)O)C(C)C